sodium benzotriazole N1N=NC2=C1C=CC=C2.[Na]